Chloro-9-[[3-(diethylamino)propyl]amino]-2-methoxyacridine, dihydrate O.O.ClC1=C(C=CC2=NC3=CC=CC=C3C(=C12)NCCCN(CC)CC)OC